C(C)(C)(C)OC(=O)N1C(CCCC1)N1N=CC=C1 1H-pyrazol-1-yl-piperidine-1-carboxylic acid tert-butyl ester